ClC=1C(=C(C(=NC1)C)NC(/C(=C/C1=CC=C2C(=NNC2=C1F)C)/F)=O)C (2Z)-N-(5-chloro-2,4-dimethylpyridin-3-yl)-2-fluoro-3-(7-fluoro-3-methyl-1H-indazol-6-yl)prop-2-enamide